3-[(1-benzofuran-5-ylmethyl)sulfanyl]-5-propyl-[1,2,4]triazolo[4,3-a]pyrimidin-7(8H)-one O1C=CC2=C1C=CC(=C2)CSC2=NN=C1N2C(=CC(N1)=O)CCC